C1(CC1)C1=NNC(=C1)NC1=CC2=C(C(=NO2)NS(=O)(=O)C2=C(C=C(C=C2OC)C2N(C[C@H](C2)C)C)OC)C=C1OC N-{6-[(3-cyclopropyl-1H-pyrazol-5-yl)amino]-5-methoxy-1,2-benzoxazol-3-yl}-4-[(4S)-1,4-dimethylpyrrolidin-2-yl]-2,6-dimethoxybenzene-1-sulfonamide